amino-3-methyl-1,2,4-thiadiazole NC1=NC(=NS1)C